methyl-1-methyl-5-allyloxy-1H-pyrazole ethyl-4-((2-((3,5-dichlorophenyl)amino)quinazolin-4-yl)amino)piperidine-1-carboxylate C(C)OC(=O)N1CCC(CC1)NC1=NC(=NC2=CC=CC=C12)NC1=CC(=CC(=C1)Cl)Cl.CC1=NN(C(=C1)OCC=C)C